FC=1C=C2C(=NC1)C(=CN2C(=O)OC(C)(C)C)B2OC(C(O2)(C)C)(C)C tert-butyl 6-fluoro-3-(4,4,5,5-tetramethyl-1,3,2-dioxaborolan-2-yl)pyrrolo[3,2-b]pyridine-1-carboxylate